(5-(2-(4-(Benzyloxy)-5,6,7,8-tetrahydronaphthalen-2-yl)vinyl)-1-methyl-1H-pyrazol-3-yl)methanol C(C1=CC=CC=C1)OC1=CC(=CC=2CCCCC12)C=CC1=CC(=NN1C)CO